ClC1=C(C=CC(=N1)C(=O)O)N1C=NN(CC1)CC1=CC2=C(N=C(C(N2)=O)CC)N=C1 6-chloro-5-(1-((3-ethyl-2-oxo-1,2-dihydropyrido[2,3-b]pyrazin-7-yl)methyl)-5,6-dihydro-1,2,4-triazin-4(1H)-yl)picolinic acid